NOC=1C(C(=O)[O-])=CC=CC1.[Cu+2].NOC=1C(C(=O)[O-])=CC=CC1 copper aminosalicylate